C[Si](CCOCOCOC)(C)C 2-(trimethylsilyl)ethoxymethylal